FC(C1=CC=C(CNC2CC3(CN(C3)C(=O)OC(C)(C)C)C2)C=C1)(F)F tert-butyl 6-(4-(trifluoromethyl) benzylamino)-2-azaspiro[3.3]heptane-2-carboxylate